C1(CC1)N1N=CC(=C1)C=1C=C(C=CC1)N(C(=O)[C@@H]1CC[C@H](CC1)C(=O)OC)CC12CCC(CC1)(CC2)C2=CC(=C(C=C2)OC)C trans-Methyl 4-((3-(1-cyclopropyl-1H-pyrazol-4-yl)phenyl)((4-(4-methoxy-3-methylphenyl)bicyclo[2.2.2]octan-1-yl)methyl)carbamoyl)cyclohexanecarboxylate